5-methyl-4,5-dihydropyrazole-5-carboxylic acid benzyl ester C(C1=CC=CC=C1)OC(=O)C1(CC=NN1)C